The molecule is the acetate ester of isoamylol. It has a role as a metabolite and a Saccharomyces cerevisiae metabolite. It derives from an isoamylol. CC(C)CCOC(=O)C